ClC=1C=C(C=CC1C1CCCC1)C1=NC(=NO1)C1=CC=C(CN2CCC(CC2)(C(=O)O)C)C=C1 1-{4-[5-(3-chloro-4-cyclopentylphenyl)-[1,2,4]-oxadiazol-3-yl]benzyl}-4-methylpiperidine-4-carboxylic acid